OC(CC)N1N=NC2=C1C=CC=C2 1-(1'-hydroxypropyl)benzotriazole